tert-butyl 3-(4-hydroxy-1,3-dioxo-isoindolin-2-yl)-2,6-dioxo-piperidine-1-carboxylate OC1=C2C(N(C(C2=CC=C1)=O)C1C(N(C(CC1)=O)C(=O)OC(C)(C)C)=O)=O